The molecule is a non-proteinogenic L-alpha-amino acid that is L-homoserine substituted at oxygen with a guanidino (carbamimidamido) group. Although structurally related to L-arginine, it is non-proteinogenic. It has a role as a phytogenic insecticide and a plant metabolite. It derives from a L-homoserine. It is a conjugate base of a L-canavanine(1+). It is a tautomer of a L-canavanine zwitterion. C(CON=C(N)N)[C@@H](C(=O)O)N